tert-Butyl 6-(2-methoxybenzylidene)-2-azaspiro[3.3]heptane-2-carboxylate COC1=C(C=C2CC3(CN(C3)C(=O)OC(C)(C)C)C2)C=CC=C1